C(#C)C1=CC2=C(C(C3=C(N(S2(=O)=O)C)C=CC=C3)NCCCCCCC(=O)O)C=C1 7-((3-Ethynyl-6-methyl-5,5-dioxido-6,11-dihydrodibenzo[c,f][1,2]thiazepin-11-yl)amino)heptanoic acid